CC1=CC=CC=[N+]1[O-] 6-methylpyridin-1-oxid